CN(CCN1N=C2C=C(C(=CC2=C1)N)C1=CSC=C1)C 2-(2-(dimethylamino)ethyl)-6-(thiophene-3-yl)-2H-indazol-5-amine